NC1=C(C=C(C=N1)NC(C(=O)N1[C@H](CC[C@@H](C1)C)C=1C=CC2=C(N=C(S2)C2CCN(CC2)C2COC2)C1)=O)C N-(6-amino-5-methylpyridin-3-yl)-2-((2R,5S)-5-methyl-2-(2-(1-(oxetan-3-yl)piperidin-4-yl)benzo[d]thiazol-5-yl)piperidin-1-yl)-2-oxoacetamide